[Si](C1=CC=CC=C1)(C1=CC=CC=C1)(C(C)(C)C)OC[C@@H]1CO[C@@H](CN1C(=O)OC(C)(C)C)C(NC(C)(C)C1=C(C(=CC=C1)Cl)F)=O tert-butyl (2S,5S)-5-(((tert-butyldiphenylsilyl)oxy)methyl)-2-((2-(3-chloro-2-fluorophenyl)propan-2-yl)carbamoyl)morpholine-4-carboxylate